CC(C)S(=O)(=N)C1=CC=CC=C1 (propan-2-ylsulfonimidoyl)benzene